methyl (4-(4-((2-amino-2,4-dimethylpentyl)oxy)-2,3-dimethylphenyl)pyridin-2-yl)carbamate NC(COC1=C(C(=C(C=C1)C1=CC(=NC=C1)NC(OC)=O)C)C)(CC(C)C)C